N[C@@H]1C2=C(OC13CCN(CC3)C=3N=CC(=NC3)SC=3C(=C1C(N(C=NC1=CC3)C([2H])([2H])[2H])=O)Cl)C=CC=C2 (R)-6-((5-(3-amino-3H-spiro[benzofuran-2,4'-piperidin]-1'-yl)pyrazin-2-yl)thio)-5-chloro-3-(methyl-d3)Quinazolin-4(3H)-one